C(CSSCCN)N 3,4-dithia-1,6-hexanediamine